N(=[N+]=[N-])CCOCCOCCOCCOCCOP([O-])N(C(C)(C)C(C)(C)C)C(C)C 14-azido-3,6,9,12-tetraoxatetradecyl-tert-butyldiisopropylphosphoramidite